COC=1C=C2C(=NC=NC2=CC1OC)OC1=C(C=C(C=C1)N1C(N(CC1=O)C1=CC(=CC=C1)OC(F)(F)F)=O)C(C)C 3-{4-[(6,7-dimethoxy-4-quinazolinyl)oxy]-3-isopropylphenyl}-1-[3-(trifluoromethoxy)phenyl]-2,4-imidazolidinedione